N-(5-((6-(3-(3-(imidazo[1,2-a]-pyridin-8-yl)phenyl)isoxazolidin-2-yl)pyrimidin-4-yl)amino)-4-meth-oxy-2-(4-methyl-piperazin-1-yl)-phenyl)acrylamide N=1C=CN2C1C(=CC=C2)C=2C=C(C=CC2)C2N(OCC2)C2=CC(=NC=N2)NC=2C(=CC(=C(C2)NC(C=C)=O)N2CCN(CC2)C)OC